2-(2-fluorobenzyl)-6-(2-hydroxyphenyl)isoquinolin-1(2H)-one FC1=C(CN2C(C3=CC=C(C=C3C=C2)C2=C(C=CC=C2)O)=O)C=CC=C1